OCC1CN(CCN1C)C(=O)C1CC2(CC(C2)NC(=O)NCC2=CC=C(C=C2)OC)C1 1-(6-(3-(hydroxymethyl)-4-methylpiperazine-1-carbonyl)spiro[3.3]heptan-2-yl)-3-(4-methoxybenzyl)urea